N1=CC(=CC=C1)CNC1=NC=CC(=C1)C1=CNC2=NC=CC(=C21)OC2=CC=C1CCNCC1=C2 N-(Pyridin-3-ylmethyl)-4-(4-((1,2,3,4-tetrahydroisochinolin-7-yl)oxy)-1H-pyrrolo[2,3-b]pyridin-3-yl)pyridin-2-amin